C(C)S(=O)(=O)C=1C=CC(=NC1)[C@H](CO)NC(C1=CN=CC=C1)=O N-((R)-1-(5-(ethanesulfonyl)pyridin-2-yl)-2-hydroxyethyl)nicotinamide